2-(N-propyl-N-2-thienylethylamino)-5-hydroxytetralin C(CC)N(CCC=1SC=CC1)C1CC2=CC=CC(=C2CC1)O